1,6-hexanediol bis[(3,5-di-t-butyl-4-hydroxyphenyl)propionate] C(C)(C)(C)C=1C=C(C=C(C1O)C(C)(C)C)C(C(=O)OCCCCCCOC(C(C)C1=CC(=C(C(=C1)C(C)(C)C)O)C(C)(C)C)=O)C